(R)-2-(3-(3-chloro-4-fluorophenyl)-1-(1-(6,7-difluoro-1-oxo-1,2-dihydroisoquinolin-4-yl)ethyl)ureido)ethane-1-sulfonamide ClC=1C=C(C=CC1F)NC(N([C@H](C)C1=CNC(C2=CC(=C(C=C12)F)F)=O)CCS(=O)(=O)N)=O